tri(4-trifluoromethyl-2,3,5,6-tetrafluorobenzene) aluminum [Al].FC(C1=C(C(=CC(=C1F)F)F)F)(F)F.FC(C1=C(C(=CC(=C1F)F)F)F)(F)F.FC(C1=C(C(=CC(=C1F)F)F)F)(F)F